3-bromo-5-((2,3-dichlorophenylimino)methyl)phenol BrC=1C=C(C=C(C1)C=NC1=C(C(=CC=C1)Cl)Cl)O